(+)-1-Benzhydryl-2',3'-diphenyl-1',7'-dihydrospiro[indoline-3,6'-pyrrolo[3,2-k]phenanthridin]-2-one C(C1=CC=CC=C1)(C1=CC=CC=C1)N1C(C2(NC=3C=CC=CC3C=3C4=C(C=CC23)C(=C(N4)C4=CC=CC=C4)C4=CC=CC=C4)C4=CC=CC=C14)=O